C(=O)(O)[C@H](CC(=O)N1CC2=C(C(=C(C(=C2C1)Cl)OCCCOC=1C=C2CN(CC2=CC1OC)C(C[C@@H](C(=O)O)C)=O)OC)F)C (S)-4-(5-(3-((2-((S)-3-carboxybutanoyl)-4-chloro-7-fluoro-6-methoxyisoindolin-5-yl)oxy)propoxy)-6-methoxyisoindolin-2-yl)-2-methyl-4-oxobutanoic acid